FC(CCC(=O)C1=CC=CC=C1)(F)F 3-trifluoromethyl-propiophenone